Fmoc-L-alanyl chloride C(=O)(OCC1C2=CC=CC=C2C2=CC=CC=C12)N[C@@H](C)C(=O)Cl